2-bromo-N-[2-(2,4-dimethylphenyl)-2-fluoro-ethyl]-5-(3-ethynylphenoxy)pyridine-4-carboxamide BrC1=NC=C(C(=C1)C(=O)NCC(F)C1=C(C=C(C=C1)C)C)OC1=CC(=CC=C1)C#C